C(C)(C)C1=NN=C(N1C1CC2CCC(C1)N2CC[C@@H](C2=CC=CC=C2)N)C (1S)-3-[(3-exo)-3-(3-isopropyl-5-methyl-4H-1,2,4-triazol-4-yl)-8-azabicyclo[3.2.1]oct-8-yl]-1-phenylpropylamine